4,5-dioxo-5-((4-oxo-4-phenylbut-2-yn-1-yl)oxy)pentanoic acid O=C(CCC(=O)O)C(OCC#CC(C1=CC=CC=C1)=O)=O